ClC=1C(=C2N=C(N=C3C2=C(OC[C@@H]2[C@@]4(CC[C@](CN32)(N4C(=O)OC(C)(C)C)F)F)N1)SCC)F tert-butyl (5aR,6R,9S)-2-chloro-12-(ethylthio)-1,6,9-trifluoro-5a,6,7,8,9,10-hexahydro-5H-4-oxa-3,10a,11,13,14-pentaaza-6,9-methanonaphtho[1,8-ab]heptalene-14-carboxylate